pyrrolo[3,2-E]indole C1=CN=C2C1=C1C=CN=C1C=C2